FC(C(=O)O)(F)F.FC1=CC(=C(C(=C1)C1=CC(=NC=C1)OC)CC(=O)O)C(C)C 2-(4-Fluoro-2-isopropyl-6-(2-methoxypyridin-4-yl)phenyl)acetic Acid, Trifluoroacetic Acid Salt